C1=C2C3=C(N=CC2=CC(=C1)C(=O)O)NC1=C3C=NC=C1 7H-pyrido[3',4':4,5]pyrrolo[2,3-c]isoquinoline-3-carboxylic acid